N-(4-(2,5-difluoro-4-(2-(3-oxoisoindolin-1-yl)acetamido)phenoxy)pyridin-2-yl)cyclopropanecarboxylic amide FC1=C(OC2=CC(=NC=C2)NC(=O)C2CC2)C=C(C(=C1)NC(CC1NC(C2=CC=CC=C12)=O)=O)F